methyl (S)-2-(4-(6-((4-cyano-2-fluorobenzyl) oxy) pyridin-2-yl) phenoxy)-1-(oxetan-2-ylmethyl)-1H-benzo[d]imidazole-6-carboxylate C(#N)C1=CC(=C(COC2=CC=CC(=N2)C2=CC=C(OC3=NC4=C(N3C[C@H]3OCC3)C=C(C=C4)C(=O)OC)C=C2)C=C1)F